CC(C#N)(C[C@@H]1OC1)C (S)-2,2-dimethyl-3-(oxiran-2-yl)propionitrile